6-Amino-2-((S)-5-amino-5,7-dihydro-spiro[cyclopenta[c]pyridin-6,4'-piperidin]-1'-yl)-5-(2,3-dichlorophenyl)pyrimidine-4-carboxamide NC1=C(C(=NC(=N1)N1CCC2(CC1)[C@@H](C1=C(C=NC=C1)C2)N)C(=O)N)C2=C(C(=CC=C2)Cl)Cl